(thiazol-2-yl)azetidine S1C(=NC=C1)N1CCC1